C12CN(CC(CC1)N2)C=2C1=CN(N=C1C(=CC2)C(=O)NC=2N=C1N(C=C(N=C1CNS(=O)(=O)C)C)C2)C 4-(3,8-diazabicyclo[3.2.1]octan-3-yl)-N-[8-(methanesulfonamidomethyl)-6-methyl-imidazo[1,2-a]pyrazin-2-yl]-2-methyl-indazole-7-carboxamide